9-(4-(2,2-diphenylvinyl)phenyl)-3,4,6,7,9,10-hexahydroacridine-1,8(2H,5H)-dione C1(=CC=CC=C1)C(=CC1=CC=C(C=C1)C1C=2C(CCCC2NC=2CCCC(C12)=O)=O)C1=CC=CC=C1